CC1CC(CCC1)(NC(C1=NC=CC=C1)=O)CC(=O)OC methyl 2-(3-methyl-1-(picolinamido)cyclohexyl)acetate